(2S,4r)-1-((S)-2-(4-cyclopropyl-1H-1,2,3-triazol-1-yl)-3,3-dimethylbutyryl)-N-ethyl-4-hydroxypyrrolidine-2-carboxamide C1(CC1)C=1N=NN(C1)[C@H](C(=O)N1[C@@H](C[C@H](C1)O)C(=O)NCC)C(C)(C)C